tert-butyl 4-(3-{[4-(trifluoromethyl)phenyl]amino}pyrazin-2-yl)piperazine-1-carboxylate FC(C1=CC=C(C=C1)NC=1C(=NC=CN1)N1CCN(CC1)C(=O)OC(C)(C)C)(F)F